tert-butyl 4-(6-(4,4,5,5-tetramethyl-1,3,2-dioxaborolan-2-yl)pyrazolo[1,5-a]pyrimidin-3-yl)piperidine-1-carboxylate CC1(OB(OC1(C)C)C=1C=NC=2N(C1)N=CC2C2CCN(CC2)C(=O)OC(C)(C)C)C